Pentadecen C=CCCCCCCCCCCCCC